6-(2-cyclopropoxyethoxy)-7-methoxy-2-methylquinoline C1(CC1)OCCOC=1C=C2C=CC(=NC2=CC1OC)C